Tert-Butyl (trans-2S*,3S*)-2-(((2-((S)-benzamido(cyclohexyl)methyl)imidazo[1,2-b]pyridazin-7-yl) methyl)carbamoyl)-3-(trifluoromethyl)piperidine-1-carboxylate C(C1=CC=CC=C1)(=O)N[C@H](C=1N=C2N(N=CC(=C2)CNC(=O)[C@H]2N(CCC[C@@H]2C(F)(F)F)C(=O)OC(C)(C)C)C1)C1CCCCC1 |o1:22,27|